C(C)(C)C1=NN(C(C2=CC=3C=CSC3N12)=O)CC(=O)N 2-(12-isopropyl-9-oxo-3-thia-1,10,11-triazatricyclo[6.4.0.02,6]dodeca-2(6),4,7,11-tetraen-10-yl)acetamide